N-(4-fluorophenyl)-1-[1-(1-methylcyclopropane-1-carbonyl)-1,2,3,4-tetrahydroquinolin-6-yl]cyclobutane-1-carboxamide FC1=CC=C(C=C1)NC(=O)C1(CCC1)C=1C=C2CCCN(C2=CC1)C(=O)C1(CC1)C